C(C=C)(=O)N1C[C@@H](N(CC1)C=1C2=C(N(C(N1)=O)C=1C(=NC(=CC1SC)C)C(C)C)N=C(C(=C2)F)Cl)C ((S)-4-propenoyl-2-methylpiperazin-1-yl)-7-chloro-6-fluoro-1-(2-isopropyl-6-methyl-4-(methylsulfanyl)pyridin-3-yl)pyrido[2,3-d]pyrimidin-2(1H)-one